N-{2-[(3R,4S)-3-fluoro-4-(2-methoxyethoxy)piperidin-1-yl]pyrimidin-4-yl}-8-[(2R,3S)-3-(methanesulfonyl-methyl)-2-methylazetidin-1-yl]-5-(propan-2-yl)isoquinolin-3-amine F[C@@H]1CN(CC[C@@H]1OCCOC)C1=NC=CC(=N1)NC=1N=CC2=C(C=CC(=C2C1)C(C)C)N1[C@@H]([C@H](C1)CS(=O)(=O)C)C